Cl.NC1CS(CC1)(=O)=O 3-aminotetrahydrothiophene 1,1-dioxide hydrochloride